(R)-4-(6-(1,4-dimethyl-1H-pyrazol-5-yl)-2-(1H-indol-3-yl)pyrido[3,2-d]pyrimidin-4-yl)-3-methylmorpholine CN1N=CC(=C1C=1C=CC=2N=C(N=C(C2N1)N1[C@@H](COCC1)C)C1=CNC2=CC=CC=C12)C